OC1=C(C=CC=2SC=CC21)C=O 4-Hydroxybenzo[b]thiophene-5-carbaldehyde